N[C@@H](C(=O)OC[C@H]1O[C@@]([C@@H]([C@@H]1O)O)(C#N)C1=CC=C2C(=NC=NN21)N)C(C)(C)C ((2R,3S,4R,5R)-5-(4-aminopyrrolo[2,1-f][1,2,4]triazin-7-yl)-5-cyano-3,4-dihydroxytetrahydrofuran-2-yl)methyl (R)-2-amino-3,3-dimethylbutanoate